4-(((1,2,3,4-tetrahydroisoquinolin-7-yl)oxy)methyl)quinoline C1NCCC2=CC=C(C=C12)OCC1=CC=NC2=CC=CC=C12